C(CCCCCC)=O heptane-1-one